FCC1(CC1)NS(=O)(=O)C1=CC2=C(NC(N2C2=NC(=NS2)C)=O)C=C1 N-[1-(fluoromethyl)cyclopropyl]-3-(3-methyl-1,2,4-thiadiazol-5-yl)-2-oxo-1H-benzimidazole-5-sulfonamide